(4r,6s)-6-hydroxymethyl-2,2-dimethyl-1,3-dioxane OC[C@@H]1CCOC(O1)(C)C